4-bromo-6-(trifluoromethyl)nicotinic acid BrC1=CC(=NC=C1C(=O)O)C(F)(F)F